isopropylcyclopentene CC(C)C1=CCCC1